C(#N)C1(CCC1)C(=O)[O-].[K+].C(C)N(C=NC1=C(C=C(C(=C1)C)C(C1=CC=CC=C1)OC)C)C N-ethyl-N'-(4-(methoxy(phenyl)methyl)-2,5-dimethylphenyl)-N-methyl-formimidamide potassium 1-cyanocyclobutane-1-carboxylate